(S)-6-(pyrrolidin-3-ylamino)-N-(6-(o-tolyl)-5-(trifluoromethyl)pyridin-2-yl)pyridine-2-sulfonamide dimethylphenyl-α-allyloxymethylacrylate CC(C(C(=O)O)=CC1=CC=CC=C1)(OCC=C)C.N1C[C@H](CC1)NC1=CC=CC(=N1)S(=O)(=O)NC1=NC(=C(C=C1)C(F)(F)F)C1=C(C=CC=C1)C